2-methylcyclohexyltrifluoroborate potassium salt [K+].CC1C(CCCC1)[B-](F)(F)F